C(C1=CC=CC=C1)(=O)OCC(C)OCC 2-ethoxy-1-propyl benzoate